4,6-di-O-butyryl-N-butyrylaminoglucose C(CCC)(=O)O[C@@H]([C@@H]([C@H](C(=O)NC(CCC)=O)O)O)[C@H](O)COC(CCC)=O